copper nickel manganese carbonate C([O-])([O-])=O.[Mn+2].[Ni+2].[Cu+2].C([O-])([O-])=O.C([O-])([O-])=O